CC1=C(C(=C(C(=C1C1=C(C(=C(C(=C1C(C)C)C(C)(C)C)C(C)C)C(C)(C)C)C(C)C)P)C)C)C tetramethyl-di-t-butyl-phosphino-2',4',6'-triisopropyl-biphenyl